N-methylbenzindolinone iodide salt [I-].CN1C(CC2=CC=C3C(=C12)C=CC=C3)=O